C(CCCCCCC)(=O)NC1=CC=CC=C1 Octananilide